2-(2-Hydroxy-4-hexyloxy)phenyl-4,6-diphenyl-1,3,5-triazin OC(C)CC(CC)OC1=C(C=CC=C1)C1=NC(=NC(=N1)C1=CC=CC=C1)C1=CC=CC=C1